C(C)(C)S(=O)(=O)OCCC propyl isopropyl-sulfonate